C(C(C)C)C(C(=O)OCC(C)(C)C)C(C(=O)OCC(C)(C)C)CC(C)C dineopentyl 2,3-diisobutylsuccinate